1-[9-Ethyl-6-(2-methylbenzoyl)-9H-carbazol-3-yl]ethanone C(C)N1C2=CC=C(C=C2C=2C=C(C=CC12)C(C)=O)C(C1=C(C=CC=C1)C)=O